(E)-4-methylpent-2,4-dien-1-ol CC(/C=C/CO)=C